CCCCC[C@@H](/C=C/[C@H]1[C@H]2C[C@@H]([C@@H]1C/C=C\\CCCC(=O)[O-])OO2)O The molecule is conjugate base of prostaglandin H2. It has a role as a human metabolite. It is a prostaglandin carboxylic acid anion and an oxylipin anion. It is a conjugate base of a prostaglandin H2.